FC1=CC=C(COC2=C(C3=CC=CC=C3C=C2)CC(CCC)N)C=C1 ((2-((4-fluorobenzyl)oxy)naphthalen-1-yl)methyl)butan-1-amine